C(\C=C\C(=O)O)(=O)O.BrC=1C=C2C(=NC1)NC=C2CCN(C2CC2)C N-(2-(5-bromo-1H-pyrrolo[2,3-b]pyridin-3-yl)ethyl)-N-methylcyclopropanamine fumarate salt